C(#C)C=1C(=CC=C2C=CC=C(C12)C1=CC=C2C(=NC(=NC2=C1F)OCC12CCCN2CCC1)N1C[C@@H](N(CC1)C(C(=C)F)=O)CC#N)F (S)-2-(4-(7-(8-ethynyl-7-fluoronaphthalen-1-yl)-8-fluoro-2-((tetrahydro-1H-pyrrolizin-7a(5H)-yl)methoxy)quinazolin-4-yl)-1-(2-fluoroacryloyl)piperazin-2-yl)acetonitrile